[Si](C1=CC=CC=C1)(C1=CC=CC=C1)(C(C)(C)C)OCCS(=O)(=O)N 2-[tert-butyl(diphenyl)silyl]oxyethanesulfonamide